C1(CC1)C=1N=CC(=NC1)N 5-cyclopropyl-pyrazin-2-amine